C1(CC1)C=1C=C(C=C(C1)C1=C(C=C(C=C1)F)C(=O)N1CC(C1)(F)F)NC(C=1C(N(C=C(C1)CNCCOC)C1CC1)=O)=O N-{5-cyclopropyl-2'-[(3,3-difluoro-1-azetidinyl)carbonyl]-4'-fluoro-3-biphenylyl}-1-cyclopropyl-5-[(2-methoxyethylamino)methyl]-2-oxo-1,2-dihydronicotinamide